O=C(CCC(=O)O)CNC1=CC=CC=C1 4-oxo-5-(phenylamino)pentanoic acid